FC1=CC=C(C=C1)C1=NN(C(=C1)CO)CC(C)O 1-(3-(4-fluorophenyl)-5-(hydroxymethyl)-1H-pyrazol-1-yl)propan-2-ol